4,4',4''-(benzene-1,3,5-triyltris(acetylene-2,1-diyl))tribenzoic acid C1(=CC(=CC(=C1)C#CC1=CC=C(C(=O)O)C=C1)C#CC1=CC=C(C(=O)O)C=C1)C#CC1=CC=C(C(=O)O)C=C1